BrC=1C=C2C=C(N=CC2=C(C1)Cl)NC(=O)NC(C)C 1-(6-bromo-8-chloro-3-isoquinolinyl)-3-isopropyl-urea